3-[1-(trifluoromethyl)vinyl]pyridazine FC(C(=C)C=1N=NC=CC1)(F)F